C(C=C)(=O)OCC[Si](O)(O)O acryloyloxyethyltrihydroxysilane